4-amino-5-(3-hydroxy-2,6-dimethylphenyl)-6-(4-morpholinophenoxy)-nicotinamide NC1=C(C(=NC=C1C(=O)N)OC1=CC=C(C=C1)N1CCOCC1)C1=C(C(=CC=C1C)O)C